NC/C=C/CN1C(C2=CC=CC=C2C1=O)=O (E)-2-(4-aminobut-2-en-1-yl)isoindoline-1,3-dione